C(C1=CC=CC=C1)N1CC(CC1)N(C(OC(C)(C)C)=O)C1CC(C1)(F)F tert-butyl (1-benzylpyrrolidin-3-yl)(3,3-difluorocyclobutyl)carbamate